FC(C(=O)O)(F)F.N1CC(C1)CC1CCN(CC1)S(=O)(=O)NC(C1=C(C=C(C(=C1)Cl)OCC1CCCC1)F)=O N-((4-(azetidin-3-ylmethyl)piperidin-1-yl)sulfonyl)-5-chloro-4-(cyclopentylmethoxy)-2-fluorobenzamide 2,2,2-trifluoroacetate